COCC(OCC(OCC(C)OCCCC(C)C)C)C tripropylene glycol isohexyl methyl ether